CC1=C(C=CC=C1COC=1C=C2CCC(C2=CC1)NCCNC(C)=O)C1=CC=CC=C1 (2S)-N-(2-((5-((2-methyl-[1,1'-biphenyl]-3-yl)methoxy)-2,3-dihydro-1H-inden-1-yl)amino)ethyl)acetamide